5-(4-(trifluoromethyl)phenoxy)-1H-indol FC(C1=CC=C(OC=2C=C3C=CNC3=CC2)C=C1)(F)F